NCCNCCC[SiH](OC)OC N-(2-aminoethyl)-3-aminopropyl-dimethoxysilane